4-[(4R,10bS)-8-[(3R,4R)-4-amino-3-methoxy-1-piperidinyl]-4-methyl-3,4,6,10b-tetrahydro-1H-pyrazino[2,1-a]isoindol-2-yl]pyrazolo[1,5-a]pyridine-7-carbonitrile N[C@H]1[C@@H](CN(CC1)C=1C=C2CN3[C@@H](C2=CC1)CN(C[C@H]3C)C=3C=1N(C(=CC3)C#N)N=CC1)OC